C[C@@]1(CNCCC1)O (R)-3-methylpiperidine-3-ol